Cl.BrC=1C=C(C=C2CCNCC12)OC 8-bromo-6-methoxy-1,2,3,4-tetrahydro-isoquinoline hydrochloride